4-butylpropylamine CCCCNCCC